C(C(O)CC(=O)O)(=O)O.[Fe] iron malic acid